ClC1=CC=C(C=C1)N1N=CC(=C1)\C=C/1\C(N(C(S1)=S)CC)=O (5Z)-5-[[1-(4-chlorophenyl)pyrazol-4-yl]methylene]-3-ethyl-2-thioxo-thiazolidin-4-one